N1N2C=CCC=3C2=C(C=CC2=NOCCOC32)N=C1 8H,11H-7,10-dioxa-1,3,6,13a-tetraazanaphtho[1,8-ab]heptalene